CC1=C(CN2C3=C(C(=C(CC2=O)C(=O)NC)O)C=CC=C3)C=CC=C1C 1-(2,3-dimethylbenzyl)-5-hydroxy-N-methyl-2-oxo-2,3-dihydro-1H-benzo[b]azepine-4-carboxamide